(S)-2-hydroxy-6-((1-(2-(2-methoxyethyl)nicotinyl)piperidin-2-yl)methoxy)benzaldehyde OC1=C(C=O)C(=CC=C1)OC[C@H]1N(CCCC1)CC1=C(N=CC=C1)CCOC